1-(2-(4-(4-Cyclopropyl-2-fluorophenyl)-1H-imidazol-2-yl)piperidin-1-yl)-2-(methylsulfanyl)propan-1-one C1(CC1)C1=CC(=C(C=C1)C=1N=C(NC1)C1N(CCCC1)C(C(C)SC)=O)F